N1=C(C=CC=C1)NC(C(CCCCC#N)(C#CC1=CC=C(C=C1)CCCC)C1=CC=CC=C1)=O N-(pyridin-2-yl)-6-cyano-2-phenyl-2-((4-butylphenyl)ethynyl)hexanamide